CC(CN1N=CC(=C1)C1=NC(=NC=C1C(F)(F)F)N[C@@H]1[C@@H](CN(CC1)S(=O)(=O)C1=NC=CC=C1)C)(C)O 2-Methyl-1-(4-(2-(((3R,4S)-3-methyl-1-(pyridin-2-ylsulfonyl)piperidin-4-yl)amino)-5-(trifluoromethyl)pyrimidin-4-yl)-1H-pyrazol-1-yl)propan-2-ol